2-chloro-5-methyl-4-(4-(4-methylpiperazin-1-yl)piperidin-1-yl)aniline ClC1=C(N)C=C(C(=C1)N1CCC(CC1)N1CCN(CC1)C)C